Cl.C(C)(C)C1=C(OC=2C=CC(=C(C2)C[O-])C2CN(CC2)CC2=NC(=CC=C2)C)C=CC=C1 (5-(2-Isopropylphenoxy)-2-(1-((6-methylpyridin-2-yl)methyl)pyrrolidin-3-yl)phenyl)methoxide hydrochloride